3-(1-(4-fluoro-3-methylphenyl)-5-hydroxy-2-isopropyl-1H-indol-3-yl)-2-methoxy-2-methylpropanoic acid FC1=C(C=C(C=C1)N1C(=C(C2=CC(=CC=C12)O)CC(C(=O)O)(C)OC)C(C)C)C